4-(1,3-dimethyl-1H-pyrazolo[3,4-b]pyridin-6-yl)-6-(octahydro-6H-pyrrolo[3,4-b]pyridin-6-yl)pyrimidin-2-amine CN1N=C(C=2C1=NC(=CC2)C2=NC(=NC(=C2)N2CC1NCCCC1C2)N)C